CN1N=NC(=C1NC(O[C@H](C)C1=CC(=CC(=C1)F)F)=O)C1=NC(=C(C=C1)NS(=O)(=O)C)C (R)-1-(3,5-difluoro-phenyl)ethyl (1-methyl-4-(6-methyl-5-(methyl-sulfonamido)pyridin-2-yl)-1H-1,2,3-triazol-5-yl)carbamate